ClC=1C=CC(=NC1OC(C)C)NC=1SC=C(N1)C1=C(N=C(S1)N)C 5-chloro-6-isopropoxy-N-[4-[4-methyl-2-amino-1,3-thiazol-5-yl]-1,3-thiazol-2-yl]pyridine-2-amine